3-(3,4-dichlorophenoxy)azetidine hydrochloride Cl.ClC=1C=C(OC2CNC2)C=CC1Cl